5-(3-(1-(1-(3-Bromo-2-fluorophenyl)ethyl)-1H-pyrazol-3-yl)-4-fluorophenoxy)-6-fluoro-4-(methylthio)-1-tosyl-1H-indole BrC=1C(=C(C=CC1)C(C)N1N=C(C=C1)C=1C=C(OC=2C(=C3C=CN(C3=CC2F)S(=O)(=O)C2=CC=C(C)C=C2)SC)C=CC1F)F